(4-hexylphenyl)-dithieno[2,3-d:2',3'-d']-s-indaceno[1,2-b:5,6-b']-dithiophene C(CCCCC)C1=CC=C(C=C1)C1=CC2=C(C=3C(S2)=C2C=C4C=C5C(SC6=C5SC=C6)=C4C=C2C3)S1